O=C1C2=CC(=CC=C2N2C1=NC1=CC=C(C=C1C2=O)C=2N=CN(C2)COCC[Si](C)(C)C)C#N 6,12-dioxo-2-(1-((2-(trimethylsilyl)ethoxy)methyl)-1H-imidazol-4-yl)-6,12-dihydroindolo[2,1-b]quinazoline-8-carbonitrile